(S)-N-(2-cyano-4,4,4-trifluorobutan-2-yl)-1-(4-fluorophenyl)-8-methoxy-9-(2-methyl-2H-tetrazol-5-yl)-5,6-dihydropyrrolo[2,1-a]isoquinoline-3-carboxamide C(#N)[C@](C)(CC(F)(F)F)NC(=O)C1=CC(=C2N1CCC1=CC(=C(C=C21)C=2N=NN(N2)C)OC)C2=CC=C(C=C2)F